FC1=C(C(=O)O)NC(NC1=O)=O 5-fluoroorotic acid